1-(8-Methoxy-4-methylquinazolin-2-yl)-3-(1-methylpiperidin-4-yl)guanidine COC=1C=CC=C2C(=NC(=NC12)NC(=N)NC1CCN(CC1)C)C